FC1=NC(=CC=C1C1=CC=2C3=C(C=NC2C=C1)N(C(N3C(C)C)=O)C)OCCCN3CCCC3 8-[2-fluoro-6-(3-pyrrolidin-1-ylpropoxy)-3-pyridyl]-1-isopropyl-3-methyl-imidazo[4,5-c]quinolin-2-one